C(CCCCCCCCCCCCCCC)NC([C@@H](N)CCCCN)=O L-lysine hexadecyl amide